C1(CCCCC1)N1N=NNC1=S 4-cyclohexyl-1H-tetrazole-5(4H)-thione